ClC=1C(=C(C=CC1)NC=1C(=NN2C1C(NC[C@@H]2C)=O)C2=CC=NC1=CC(=C(C=C21)OC)OC)OC (7S)-3-[(3-chloro-2-methoxyphenyl)amino]-2-(6,7-dimethoxyquinolin-4-yl)-7-methyl-5H,6H,7H-pyrazolo[1,5-a]pyrazin-4-one